O1C[C@H](CC1)C1=CC=C(C=C1)C1CN(C1)C(=O)N1C[C@@H]2[C@@H](OCC(N2)=O)CC1 |o1:2| (4aR,8aS)-6-[3-[4-[(3R or S)-Tetrahydrofuran-3-yl]phenyl]azetidine-1-carbonyl]-4,4a,5,7,8,8a-hexahydropyrido[4,3-b][1,4]oxazin-3-one